CC1CNC2=C(O1)N=CC(=C2C)NC2=C(C(NC=C2)=O)C(=O)NC2=CC(=C(C=C2)N2CCC(CC2)N2CCN(CC2)C(C)C)F 4-((3,8-dimethyl-2,3-dihydro-1H-pyrido[2,3-b][1,4]oxazin-7-yl)amino)-N-(3-fluoro-4-(4-(4-isopropylpiperazin-1-yl)piperidin-1-yl)phenyl)-2-oxo-1,2-dihydropyridine-3-carboxamide